3,4,6-Tri-O-acetyl-2-deoxy-2-fluoro-β-D-glucopyranosyl azide C(C)(=O)O[C@@H]1[C@H]([C@@H](O[C@@H]([C@H]1OC(C)=O)COC(C)=O)N=[N+]=[N-])F